O=C1N(C(C2=CC=CC=C12)=O)CCCCCCCCCCS(=O)(=O)Cl 10-(1,3-dioxo-2,3-dihydro-1H-isoindol-2-yl)decane-1-sulfonyl chloride